C(=O)C=1C=C(C=CC1O)C1=CC(=CC(=C1)C1=CC(=C(C=C1)O)C=O)C1=CC(=C(C=C1)O)C=O 1,3,5-tris(3-formyl-4-hydroxyphenyl)benzene